tert-butyl (2R,5S)-5-(((R)-3-ethylmorpholino) methyl)-2-methylpiperazine-1-carboxylate C(C)[C@@H]1COCCN1C[C@@H]1NC[C@H](N(C1)C(=O)OC(C)(C)C)C